C(#N)[C@@]1(COCC2=CC=C(C=C12)C(=O)NCC1=NC=CC(=C1)N1CC2(CNC2)CC1)C (4R)-4-cyano-N-[[4-(2,6-diazaspiro[3.4]octan-6-yl)-2-pyridyl]methyl]-4-methyl-isochromane-6-carboxamide